C1(CC1)C=1C=C(C=2N(C1)C=C(N2)CN2C(C1=CC=CC=C1C2=O)=O)C2(CN(C2)C)F 2-((6-cyclopropyl-8-(3-fluoro-1-methylazetidin-3-yl)imidazo[1,2-a]pyridin-2-yl)methyl)isoindoline-1,3-dione